2-(4-methylquinolin-2-yl)-1-(4-nitrophenyl)ethanol CC1=CC(=NC2=CC=CC=C12)CC(O)C1=CC=C(C=C1)[N+](=O)[O-]